(R)-2-fluoro-6-methyl-4-(3-(trifluoromethyl)morpholinyl)benzoic acid FC1=C(C(=O)O)C(=CC(=C1)N1[C@H](COCC1)C(F)(F)F)C